COC=1C=CC2=C(C(N3C(CN2C(=O)[O-])CC=C3)=O)C1 7-methoxy-5-oxo-11,11a-dihydro-1H-pyrrolo[2,1-c][1,4]benzodiazepine-10(5H)-carboxylate